(4-amino-1,3-dihydrofuro[3,4-c][1,7]naphthyridin-8-yl)-[(3R)-3-[4-(trifluoromethyl)phenyl]morpholin-4-yl]methanone Tin [Sn].NC1=NC=2C=NC(=CC2C2=C1COC2)C(=O)N2[C@@H](COCC2)C2=CC=C(C=C2)C(F)(F)F